C(C)(C)(C)OC(=O)N1C[C@H]([C@@H](CC1)NC(=O)C1=NOC(=C1)C1=C(C=C(C=C1)F)F)C(=O)NC1(CC1)C1=[N+](C=CC=C1)[O-] |r| rac-2-(1-((3R*,4R*)-1-(tert-butoxycarbonyl)-4-(5-(2,4-difluorophenyl)isoxazole-3-carboxamido)piperidine-3-carboxamido)cyclopropyl)pyridine 1-oxide